C[Si](CCOCN1C2=NC=3OCCCN(C3C=C2C=C1)C1=C(C(=O)O)C=CC=C1)(C)C 2-(4-[[2-(trimethylsilyl)ethoxy]methyl]-14-oxa-2,4,10-triazatricyclo[7.5.0.0[3,7]]tetradeca-1(9),2,5,7-tetraen-10-yl)benzoic acid